tert-butyl 4-(3-chloro-1-oxa-1,2,4-benzotriazin-4-ium-7-yl)-3,6-dihydro-2H-pyridine-1-carboxylate ClC=1NOC2=C([NH+]1)C=CC(=C2)C=2CCN(CC2)C(=O)OC(C)(C)C